ClC1=C(C=CC=C1C1=NC=2CCNCC2C=C1)C1=C2CC[C@@H](C2=CC=C1)OC1=NC(=C(C=O)C=C1C(F)(F)F)OC (S)-6-((4-(2-chloro-3-(5,6,7,8-tetrahydro-1,6-naphthyridin-2-yl)phenyl)-2,3-dihydro-1H-inden-1-yl)oxy)-2-methoxy-5-(trifluoromethyl)nicotinaldehyde